((3aR,5R,7S,7aR)-1-isopropyl-3,3,5,7-tetramethyloctahydro-benzo[c]isoxazol-5-yl)-4-methylbenzonitrile C(C)(C)N1OC([C@H]2[C@H]1[C@H](C[C@@](C2)(C)C2=C(C#N)C=CC(=C2)C)C)(C)C